TERT-BUTYL 4-(2-OXOETHYLIDENE)PIPERIDINE-1-CARBOXYLATE O=CC=C1CCN(CC1)C(=O)OC(C)(C)C